2,3-bis(4-(2-ethylhexyloxy)phenyl)-5,7-di(thiophen-2-yl)thieno[3,4-b]pyrazine C(C)C(COC1=CC=C(C=C1)C=1C(=NC=2C(N1)=C(SC2C=2SC=CC2)C=2SC=CC2)C2=CC=C(C=C2)OCC(CCCC)CC)CCCC